FC1=C(CC2=NC3=C(N2CCOC)C=C(C=C3)C(=O)O)C=C(C(=C1)C1=NC(=CC=C1)OCC1=NC=C(N=C1)C)F 2-(2,5-difluoro-4-(6-((5-methylpyrazin-2-yl)methoxy)pyridin-2-yl)benzyl)-1-(2-methoxyethyl)-1H-benzo[d]imidazole-6-carboxylic acid